C(C1=CC=CC=C1)N1C[C@@H]([C@@H](CC1)C)N(C=1C2=C(N=CN1)N(C=C2)S(=O)(=O)C2=CC=C(C=C2)C)C N-[(3R,4R)-1-benzyl-4-methyl-3-piperidyl]-N-methyl-7-(p-tolylsulfonyl)pyrrolo[2,3-d]pyrimidin-4-amine